C(#N)C1=CC(=C(C=C1)CCCC(=O)O)NC(=O)[C@H]1[C@]2(C1)CCOC1=CC(=C(C=C12)C(NC)=O)F 4-[4-cyano-2-({[(2'R,4S)-7-fluoro-6-(methylcarbamoyl)-2,3-dihydrospiro[chromen-4,1'-cyclopropane]-2'-yl]carbonyl}amino)phenyl]butanoic acid